(S)-(8,9-dihydro-6H-[1,3]dioxolo[4,5-f]isochromen-6-yl)methylamine O1COC=2C1=C1CCO[C@@H](C1=CC2)CN